COC1=CC=CC2=C1C1=C(CCNCC1)O2 10-methoxy-2,3,4,5-tetrahydro-1H-benzofuro[2,3-d]azepine